FC(OC1=CC=C(C=C1)NC(C1=C(C=C(C(=C1)Cl)F)OC(C)=O)=O)(F)F N-(4-trifluoromethoxyphenyl)-2-acetoxy-4-fluoro-5-chlorobenzamide